2-(2,5-Dimethylphenyl)-N-(1-isopropyl-5-oxopyrrolidin-3-yl)acetamid CC1=C(C=C(C=C1)C)CC(=O)NC1CN(C(C1)=O)C(C)C